NCCC=1C=C(C=CC1)NC(=O)N1C=CC2=C1N=CN=C2N(C)[C@H]2CN(CC[C@H]2C)C(CC#N)=O N-(3-(2-aminoethyl)phenyl)-4-(((3R,4R)-1-(2-cyanoacetyl)-4-methylpiperidin-3-yl)(methyl)amino)-7H-pyrrolo[2,3-d]pyrimidine-7-carboxamide